C1=CC(=C(C=C1C(=O)NCCO)F)Br 4-bromo-3-fluoro-N-(2-hydroxyethyl)benzamide